[C@@H]12COC[C@@H](N1C1=NC3=CC=C(C=C3C=N1)C=O)C2 2-((1r,5S)-3-oxa-6-azabicyclo[3.1.1]hept-6-yl)quinazoline-6-carbaldehyde